N[C@H](CC(=O)OC)C1=CC(=CC(=C1)Cl)Cl |r| (±)-Methyl 3-amino-3-(3,5-dichlorophenyl)propanoate